C(C)C(COP(O)(=O)CC(CCCC)CC)CCCC 2-ethylhexyl-phosphonic acid-mono-2-ethylhexyl ester